FC1C(CCC2=C(C1)C=C(C=C2)[N+](=O)[O-])=O 8-fluoro-2-nitro-5,6,8,9-tetrahydro-7H-benzo[7]annulen-7-one